2-allyloxyanisole C(C=C)OC1=C(C=CC=C1)OC